N-((S)-(7-((R)-Cyclopropyl((2R*,3S*)-2,4,4,4-tetrafluoro-3-methylbutanamido)methyl)imidazo[1,2-b]pyridazin-2-yl)(4,4-difluorocyclohexyl)methyl)-4-methyl-1,2,5-oxadiazole-3-carboxamide C1(CC1)[C@H](C1=CC=2N(N=C1)C=C(N2)[C@@H](NC(=O)C2=NON=C2C)C2CCC(CC2)(F)F)NC([C@@H]([C@@H](C(F)(F)F)C)F)=O |o1:33,34|